(R)-2-((2S,3R)-3-((tert-butoxycarbonyl)amino)-2-hydroxy-4-phenylbutanamido)-2-(2,4-difluoro-3-(trifluoromethyl)phenyl)acetic acid C(C)(C)(C)OC(=O)N[C@@H]([C@@H](C(=O)N[C@@H](C(=O)O)C1=C(C(=C(C=C1)F)C(F)(F)F)F)O)CC1=CC=CC=C1